C1=C(C=CC=2OC3=C(C21)C=CC=C3)C(C)NC3=CN=C(N(C3=O)CC(=O)O)COC l-2-(5-((1-(dibenzo[b,d]furan-2-yl)ethyl)amino)-2-(methoxymethyl)-6-oxopyrimidin-1(6H)-yl)acetic acid